[Cl-].[Cl-].C[Si](=[Zr+2](C1C=C(C=C1C)C(C)(C)C)C1C=C(C=C1C)C(C)(C)C)C dimethylsilanediyl-bis(3-tert-butyl-5-methyl-cyclopentadienyl)zirconium dichloride